N=1C=CN2C1C=CC(=C2)C=2C=CN1N=C(N=C(C12)OC)N[C@@H]1CC[C@H](CC1)OC 5-(imidazo[1,2-a]pyridin-6-yl)-4-methoxy-N-(trans-4-methoxycyclohexyl)pyrrolo[2,1-f][1,2,4]triazin-2-amine